6-chloro-N-[5-(2,2-difluoroethyl)-4-methoxy-pyrimidin-2-yl]-7-pyrazol-1-yl-1H-indole-3-sulfonamide ClC1=CC=C2C(=CNC2=C1N1N=CC=C1)S(=O)(=O)NC1=NC=C(C(=N1)OC)CC(F)F